6-fluoro-7-(2-fluoro-6-methoxyphenyl)-1-(2-isopropyl-4-methylpyridin-3-yl)-3-nitro-2-oxo-1,2-dihydro-naphthyridin FC=1C=C2C=C(C(N(C2=NC1C1=C(C=CC=C1OC)F)C=1C(=NC=CC1C)C(C)C)=O)[N+](=O)[O-]